C(C)(C)(C)OC(=O)N1CC(NCC1)CN=[N+]=[N-] 3-(azidomethyl)piperazine-1-carboxylic acid tert-butyl ester